C1(CC1)N1C=C(C(C(=C1C)C1=C(C=C(C=C1)F)C)=O)C(=O)NC1=CC=C(C=C1)OC1=CC=NC2=CC(=C(N=C12)OC)OC 1-Cyclopropyl-N-[4-[(6,7-dimethoxy-1,5-naphthyridin-4-yl)oxy]phenyl]-5-(4-fluoro-2-methylphenyl)-6-methyl-4-oxopyridine-3-carboxamide